C(C)OC1=C(C=C(C=C1)F)C1=NN(C=C1NC(=O)C=1C=NN2C1N=CC=C2)CC(C)(C)O N-(3-(2-ethoxy-5-fluorophenyl)-1-(2-hydroxy-2-methylpropyl)-1H-pyrazol-4-yl)pyrazolo[1,5-a]pyrimidine-3-carboxamide